4-tert-Butylcyclohexanone C(C)(C)(C)C1CCC(CC1)=O